O=C1N(CCC1)C1=CC=C(C=C1)C=1C=CC(=NC1)NC=1C=C(C=NC1)NC(=O)N1CCOCC1 N-(5-((5-(4-(2-oxo-pyrrolidin-1-yl)-phenyl)pyridin-2-yl)-amino)pyridin-3-yl)-morpholine-4-carboxamide